2-(6-((1-ethylpiperidin-3-yl)amino)-5-methylpyridazin-3-yl)-3-methyl-5-(trifluoromethyl)-phenol C(C)N1CC(CCC1)NC1=C(C=C(N=N1)C1=C(C=C(C=C1C)C(F)(F)F)O)C